(S)-ethyl 3-(7-chloro-3-cyclobutyl-2-oxo-5-phenyl-2,3-dihydro-1H-benzo[e][1,4]diazepin-1-yl)propanoate ClC1=CC2=C(N(C([C@@H](N=C2C2=CC=CC=C2)C2CCC2)=O)CCC(=O)OCC)C=C1